CC(C(=O)O)C(C(=O)O)C 2,3-dimethyl-succinic acid